C(C)(C)(C)NS(=O)(=O)C=1C=C(C=CC1)NC(=O)C1=NC=C(N=C1Cl)NC(CO[Si](C(C)(C)C)(C)C)(CO[Si](C(C)(C)C)(C)C)C N-(3-(N-(tert-butyl)sulfamoyl)phenyl)-3-chloro-5-((2,2,3,3,6,9,9,10,10-nonamethyl-4,8-dioxa-3,9-disilaundecan-6-yl)amino)pyrazine-2-carboxamide